1-(5-chloro-2-ethoxybenzyl)-N,N-dimethylpiperidin-4-amine difumarate C(\C=C\C(=O)O)(=O)O.C(\C=C\C(=O)O)(=O)O.ClC=1C=CC(=C(CN2CCC(CC2)N(C)C)C1)OCC